1-(2-(3,8-diazabicyclo[3.2.1]octan-3-yl)-7-(thiazol-2-yl)benzo[d]oxazol-4-yl)ethan-1-ol C12CN(CC(CC1)N2)C=2OC1=C(N2)C(=CC=C1C=1SC=CN1)C(C)O